C1(=CC=CC2=CC=CC=C12)CC12C(N(C3=CC=CC=C13)CC1=CC=CC3=CC=CC=C13)N(CC2)C(=O)C2=CC=C(C=C2)Cl (3a,8-bis(naphthalen-1-ylmethyl)-3,3a,8,8a-tetrahydropyrrolo[2,3-b]indol-1(2H)-yl)(4-chlorophenyl)methanone